O=C1C=C(C2C=CC(Br)=CC=2)OC2C=CC=CC1=2 4-bromoflavone